(8-phenyl-1,3,4,5-tetrahydro-2H-pyrido[4,3-b]indol-2-yl)methanone C1(=CC=CC=C1)C1=CC=2C3=C(NC2C=C1)CCN(C3)C=O